CC(COCC(=C)C)=C mono(2-methyl-2-propenyl)ether